FC(OC1=C(C(=C(C(=C1)C1=CC(=NC=C1)F)CC(=O)OC(C)(C)C)C(C)C)F)F tert-butyl 2-(4-(difluoromethoxy)-3-fluoro-6-(2-fluoropyridin-4-yl)-2-isopropylphenyl)acetate